S1C(=CC2=C1CN(CC2)C(=O)[O-])C(=O)OCC ethyl 5,7-dihydro-4H-thieno[2,3-c]pyridine-2,6-dicarboxylate